N1N[C@@H](CCC1)C(=O)O (3S)-1,2-diazacyclohexane-3-carboxylic acid